(S)-9-(2-Fluoropyridin-4-ylmethyl)-2-((R)-3-methylmorpholin-4-yl)-8-trifluoromethyl-6,7,8,9-tetrahydro-pyrimido[1,2-a]-pyrimidin-4-one FC1=NC=CC(=C1)CN1[C@@H](CCN2C1=NC(=CC2=O)N2[C@@H](COCC2)C)C(F)(F)F